ethyl 4,5-dimethoxy-7,9-bis[(propyloxy) carbonyl]-1H-pyrrolo[2,3-f]quinoline-2-carboxylate COC1=C2C(=C3C(=CC(=NC3=C1OC)C(=O)OCCC)C(=O)OCCC)NC(=C2)C(=O)OCC